C(C=1C(C(=O)O)=CC(C(=O)O)=CC1)(=O)O.C(C=1C(C(=O)O)=CC(C(=O)O)=CC1)(=O)O.C(CO)O ethylene glycol ditrimellitate